N-hydroxydispiro[3.1.36.14]decane-2-carboximidamide ONC(=N)C1CC2(C1)CC1(CCC1)C2